CC1(N(CC1)CC1=C(C#N)C=CC=C1)C 2-((2,2-dimethylazetidin-1-yl)methyl)benzonitrile